C(C)(C)C1CCC(CC1)CO (4-isopropyl-1-cyclohexyl)methanol